3-[1-[3-(2,6-dioxo-3-piperidyl)-1-methyl-indazol-7-yl]-4-piperidyl]propanal O=C1NC(CCC1C1=NN(C2=C(C=CC=C12)N1CCC(CC1)CCC=O)C)=O